C(CC1=CC=CC=C1)SCCC1=CC=CC=C1 Diphenethylsulfane